(5-bromo-2-methoxyphenyl)(3-hydroxypyrrolidin-1-yl)methanone BrC=1C=CC(=C(C1)C(=O)N1CC(CC1)O)OC